Cl.OCCOC1=C(C=CC=C1)C1=CC(=CC=C1)CC1NCCCC1NS(=O)(=O)C N-(2-((2'-(2-hydroxyethoxy)-[1,1'-biphenyl]-3-yl)methyl)piperidin-3-yl)methanesulfonamide hydrochloride